N-(3-methyl-[1,2,4]triazolo[4,3-a]pyridin-6-yl)-2-chloro-3-trifluoromethyl-benzamide CC1=NN=C2N1C=C(C=C2)NC(C2=C(C(=CC=C2)C(F)(F)F)Cl)=O